1-(4-(3H-spiro[isobenzofuran-1,4'-piperidin]-1'-yl)butyl)-1,5-dihydrobenzo[e][1,4]oxazepin-2(3H)-one N1(CCC2(CC1)OCC1=CC=CC=C12)CCCCN1C(COCC2=C1C=CC=C2)=O